4-chloro-N-[(4-methoxyphenyl)methyl]butanamide ClCCCC(=O)NCC1=CC=C(C=C1)OC